2-[4-[5-(tert-Butoxycarbonylamino)-4-cyano-1-isopropyl-pyrazol-3-yl]-2,5-difluorophenyl]acetic acid C(C)(C)(C)OC(=O)NC1=C(C(=NN1C(C)C)C1=CC(=C(C=C1F)CC(=O)O)F)C#N